dihydroquercetin 3-O-acetate C(C)(=O)O[C@@H]1[C@H](OC=2C=C(C=C(C2C1=O)O)O)C1=CC(O)=C(O)C=C1